1-(6-((1r,4r)-4-(methoxymethoxy)-4-methylcyclohexyl)-4-methyl-5,6-dihydro-4H-isoxazolo[5,4-e]indazol-3-yl)ethan-1-one COCOC1(CCC(CC1)N1N=CC=2C3=C(C(CC12)C)C(=NO3)C(C)=O)C